3-phenyl-2-propenoic acid 1-vinyl-1,5-dimethyl-4-hexen-1-yl ester C(=C)C(CCC=C(C)C)(C)OC(C=CC1=CC=CC=C1)=O